(R)-(4-fluorophenyl)(1-(2-hydroxyethyl)-8-methyl-3-(3-methyl-1,2,4-thiadiazol-5-yl)-5,6-dihydroimidazo[1,5-a]pyrazin-7(8H)-yl)methanone FC1=CC=C(C=C1)C(=O)N1[C@@H](C=2N(CC1)C(=NC2CCO)C2=NC(=NS2)C)C